6-(Phenylmethylthio)-3-chloropicolinic acid C1(=CC=CC=C1)CSC1=CC=C(C(=N1)C(=O)O)Cl